FC(C=1C=CC(=NC1)NC([O-])=O)(F)F [5-(trifluoromethyl)-2-pyridyl]carbamate